OCC1(C(NCC1)=O)NC(=O)C=1N(N=C2C=CC(=CC12)OCC=1C=NC=CC1)C N-[3-(hydroxymethyl)-2-oxopyrrolidin-3-yl]-2-methyl-5-[(pyridin-3-yl)methoxy]-2H-indazole-3-carboxamide